((2-fluoro-8-(4,4,5,5-Tetramethyl-1,3,2-dioxaborolan-2-yl)naphth-1-yl)ethynyl)triisopropylsilane FC1=C(C2=C(C=CC=C2C=C1)B1OC(C(O1)(C)C)(C)C)C#C[Si](C(C)C)(C(C)C)C(C)C